(S)-2-amino-3-((S)-2-oxopyrrolidin-3-yl)propanenitrile hydrochloride Cl.N[C@H](C#N)C[C@H]1C(NCC1)=O